NCC=1C=C(C=CC1)C1=CC2=C(SC(=C2COC2=C(C=CC=C2)CC(=O)O)C(=O)O)C=C1 5-(3-(aminomethyl)phenyl)-3-((2-(carboxymethyl)phenoxy)methyl)benzo[b]thiophene-2-carboxylic acid